COC1=C(C=C2C(=N1)CSC2)C2CCN(CC2)C(=O)OC(C)(C)C tert-butyl 4-(2-methoxy-5,7-dihydrothieno[3,4-b]pyridin-3-yl)piperidine-1-carboxylate